[Si](C)(C)(C(C)(C)C)OCC=1C=C(C=CC1OC(F)(F)F)O 3-(((tert-butyldimethylsilyl)oxy)methyl)-4-(trifluoromethoxy)phenol